ClC1=C(C=CC=C1Cl)N1C=CC2=C(C(=CC=C12)N1CCC2(CCCN2)CC1)CO (1-(2,3-dichlorophenyl)-5-(1,8-diazaspiro[4.5]decan-8-yl)-1H-indol-4-yl)methanol